ClC1=NC(=CC(=C1)C1=C(N=C(S1)NC(=O)N1[C@H](CCC1)C(C)(C)O)C1=CC(=CC=C1)C#N)C (2R)-N-[5-(2-chloro-6-methyl-4-pyridinyl)-4-(3-cyanophenyl)thiazol-2-yl]-2-(1-hydroxy-1-methyl-ethyl)pyrrolidine-1-carboxamide